N=1NC(N2C1CCCC2)=O 5,6,7,8-tetrahydro[1,2,4]triazolo[4,3-a]pyridin-3(2H)-on